The molecule is a methylbutanal in which the methyl substituent is at position 2. It has a role as a volatile oil component, a plant metabolite and a Saccharomyces cerevisiae metabolite. It is a 2-methyl-branched fatty aldehyde and a methylbutanal. CCC(C)C=O